2-(6-(4-(5-(3-Chloro-4-methylphenyl)-7,7-dimethyl-6,7-dihydro-5H-pyrrolo[2,3-b]pyrazine-2-carbonyl)-3,3-dimethylpiperazin-1-yl)pyridin-3-yl)acetic acid ClC=1C=C(C=CC1C)N1CC(C=2C1=NC=C(N2)C(=O)N2C(CN(CC2)C2=CC=C(C=N2)CC(=O)O)(C)C)(C)C